FC(C1=NN(C=C1[N+](=O)[O-])C1CN(C1)C1CCN(CC1)C(CO)=O)F (4-(3-(3-(difluoromethyl)-4-nitro-1H-pyrazol-1-yl)azetidin-1-yl)piperidin-1-yl)-2-hydroxyethan-1-one